N-(6-ethoxy-2-methyl-2H-pyrazolo[3,4-b]pyridin-5-yl)-4-(4,7-diazaspiro[2.5]octan-7-yl)-2,3-dihydro-1H-pyrrolo[2,3-b]pyridine-1-carboxamide diformate C(=O)O.C(=O)O.C(C)OC=1C(=CC=2C(N1)=NN(C2)C)NC(=O)N2CCC=1C2=NC=CC1N1CCNC2(CC2)C1